(E)-N-(3-methyl-5-(2-morpholinopyridin-4-yl)phenyl)-3-(m-tolyl)acrylamide CC=1C=C(C=C(C1)C1=CC(=NC=C1)N1CCOCC1)NC(\C=C\C=1C=C(C=CC1)C)=O